(R or S)-3-(3-fluoro-4-methylphenyl)-3-(1,2,4-thiadiazol-5-yl)pyrrolidine-1-carboxamide FC=1C=C(C=CC1C)[C@]1(CN(CC1)C(=O)N)C1=NC=NS1 |o1:8|